3-(acetoxymethyl)-7,11-dihydroxy-6,10-dimethyl-2-oxo-2,4,5,6,7,8,9,10,11,11a-decahydro-7,10-epoxycyclodeca[b]furan-4-yl methacrylate C(C(=C)C)(=O)OC1CC(C2(CCC(C(C3OC(C(=C31)COC(C)=O)=O)O)(O2)C)O)C